The molecule is a dicarboxylic acid dianion obtained by deprotonation of the carboxy groups of 5-formyltetrahydrofolic acid. It is a conjugate base of a 5-formyltetrahydrofolic acid. C1C(N(C2=C(N1)N=C(NC2=O)N)C=O)CNC3=CC=C(C=C3)C(=O)N[C@@H](CCC(=O)[O-])C(=O)[O-]